5-azido-2-chlorobenzoic acid N(=[N+]=[N-])C=1C=CC(=C(C(=O)O)C1)Cl